N,N-dipropyl-2,3-dihydroxyterephthalamide C(CC)N(C(C1=C(C(=C(C(=O)N)C=C1)O)O)=O)CCC